2-(dimethylamino)-1-(4-(3-isopropyl-2-(8-methoxy-[1,2,4]triazolo[1,5-b]pyridazin-6-yl)-1H-indol-5-yl)piperidin-1-yl)ethan-1-one CN(CC(=O)N1CCC(CC1)C=1C=C2C(=C(NC2=CC1)C=1C=C(C=2N(N1)N=CN2)OC)C(C)C)C